OC1=CC=C(C=C1)C(C1=CC(=C(C=C1)O)OC)C1=CC=C(C=C1)O 4-[bis(4-hydroxyphenyl)methyl]-2-methoxyphenol